C1(CC1)OC1=CC(=NC(=N1)C(C)(F)F)NC1=CC(=NC=C1OC)NC(C)=O N-(4-((6-cyclopropoxy-2-(1,1-difluoroethyl)pyrimidin-4-yl)amino)-5-methoxypyridin-2-yl)acetamide